ClC=1C=C(C=CC1)C1(CC1)C=1NC(C=2CN(CCCC2N1)C(C(C1=CC(=CC=C1)OC1=CC=CC=C1)O)=O)=O 2-(1-(3-chlorophenyl)cyclopropyl)-6-(2-hydroxy-2-(3-phenoxyphenyl)acetyl)-3,5,6,7,8,9-hexahydro-4H-pyrimido[5,4-c]azepin-4-one